C(C)(C)N1OC([C@H]2[C@H]1[C@H](C[C@](C2)(CC=C(C)C)C)C)(C)C |r| rac-(3aR,5R,7S,7aR)-1-isopropyl-3,3,5,7-tetramethyl-5-(3-methylbut-2-en-1-yl)octahydrobenzo[c]isoxazole